O1CCOC2=C1C=CC=C2C2=NC(=CC(=C2)NC(=O)[C@H]2CN(CC2)C(=O)OC(C)(C)C)OC tert-butyl (3R)-3-[[2-(2,3-dihydro-1,4-benzodioxin-5-yl)-6-methoxy-4-pyridyl]carbamoyl]pyrrolidine-1-carboxylate